6-(4-(3-chlorophenoxy)-1H-pyrrolo[2,3-b]pyridin-3-yl)pyrimidin-4-amine ClC=1C=C(OC2=C3C(=NC=C2)NC=C3C3=CC(=NC=N3)N)C=CC1